5-hydroxy-1-methylhydantoin OC1C(NC(N1C)=O)=O